BrC=1C(=C(C=CC1)NC=1C2=C(N=C(N1)C(F)(F)F)C=CC=N2)Cl N-(3-bromo-2-chloro-phenyl)-2-(trifluoromethyl)pyrido[3,2-d]pyrimidin-4-amine